[Mn+2].[Mg+2].[Cl-].[Cl-].[Cl-].[Cl-] chloride magnesium manganese